(1S,2S)-2-(hydroxymethyl)cyclohexan-1-ol OC[C@H]1[C@H](CCCC1)O